(S)-2-(1-isopropyl-3,7-dimethyl-4-oxo-1,4-dihydro-5H-pyrazolo[3,4-d]pyridazin-5-yl)-N-(1-(4-(trifluoromethyl)phenyl)ethyl)acetamide C(C)(C)N1N=C(C2=C1C(=NN(C2=O)CC(=O)N[C@@H](C)C2=CC=C(C=C2)C(F)(F)F)C)C